6,8-dichloroisoquinolin-1(2H)-one ClC=1C=C2C=CNC(C2=C(C1)Cl)=O